(P)-(1S,9S)-3-(1,6-dimethyl-1H-indazol-7-yl)-5-(2-(2-propenoyl)-2,6-diazaspiro[3.4]octan-6-yl)-6-azatricyclo[7.1.1.02,7]undeca-2,4,6-triene-4-carbonitrile CN1N=CC2=CC=C(C(=C12)C1=C2C3CC(CC2=NC(=C1C#N)N1CC2(CN(C2)C(C=C)=O)CC1)C3)C